BrC1=C(C2=C(N=C1)N(N=C2)C2OCCCC2)N 5-bromo-1-(oxan-2-yl)pyrazolo[3,4-b]pyridin-4-amine